benzyl 1-[(cyclopropyloxy)methyl]-3,8-diazabicyclo[3.2.1]octane-3-carboxylate C1(CC1)OCC12CN(CC(CC1)N2)C(=O)OCC2=CC=CC=C2